P(O)(O)O.P(O)(O)O.P(O)(O)O.C(CCCCCCCCCCCC)C(C(C(C(C1=C(C=C(C(=C1)C(C)(C)C)O)C)(C1=C(C=C(C(=C1)C(C)(C)C)O)C)CCCCCCCCCC)(CCCCCCCCCCCCC)CCCCCCCCCCCCC)(C1=C(C=C(C(=C1)C(C)(C)C)O)C)CCCCCCCCCCCCC)(CCCCCCCCCCCCC)CCCCCCCCCCCCC hexatridecyl-Decyl-1,1,3-tris(2-methyl-4-hydroxy-5-t-butylphenyl)butane triphosphite